CC1(CCN2C3=C(N=C(C=C13)N1[C@@H](COCC1)C)C(=N2)C2=NNC=C2)O 6-methyl-4-((R)-3-methylmorpholino)-2-(1H-pyrazol-3-yl)-7,8-dihydro-6H-pyrazolo[4,5,1-ij][1,7]naphthyridine-6-ol